3-(3-methyl-2-oxo-5-[3-[3-(piperidin-4-yloxy)propoxy]propyl]-2,3-dihydro-1H-1,3-benzodiazol-1-yl)piperidine-2,6-dione hydrochloride Cl.CN1C(N(C2=C1C=C(C=C2)CCCOCCCOC2CCNCC2)C2C(NC(CC2)=O)=O)=O